FC(C)(F)C1=NC(=CC(=N1)NC1=CC(=NC=C1OCCOC)NC(CC)=O)CC N-(4-((2-(1,1-difluoroethyl)-6-ethylpyrimidin-4-yl)amino)-5-(2-methoxyethoxy)pyridin-2-yl)propionamide